(R)-tert-Butyl 4-(4-chlorophenyl)-4-methyl-2-oxooxazolidine-3-carboxylate ClC1=CC=C(C=C1)[C@]1(N(C(OC1)=O)C(=O)OC(C)(C)C)C